C(C)(C)(C)P(C1=CC=C(C=C1)F)C(C)(C)C di-(tert-butyl)(4-fluorophenyl)phosphine